α-(1-chloro-cyclopropyl)-α-[2-(2,2-dichlorocyclopropyl)ethyl]-1H-1,2,4-triazole-1-ethanol ClC1(CC1)C(CN1N=CN=C1)(O)CCC1C(C1)(Cl)Cl